(R)-(3-(2-amino-4-methylthiazol-5-yl)-5-morpholinophenyl)(tetrahydrofuran-3-yl)methanone NC=1SC(=C(N1)C)C=1C=C(C=C(C1)N1CCOCC1)C(=O)[C@H]1COCC1